(3S,4R)-3-(3-(2-hydroxy-4-(trifluoro-methyl)phenyl)-4-methyl-7H-imidazo[4,5-c]pyridazin-7-yl)piperidin-4-ol OC1=C(C=CC(=C1)C(F)(F)F)C1=C(C2=C(N=N1)N(C=N2)[C@H]2CNCC[C@H]2O)C